C1(CC1)OC=1C=CC=2C3=C(NC2C1)CCN(CC3)C([2H])([2H])[2H] 8-cyclopropoxy-3-(2H3)methyl-1H,2H,3H,4H,5H,6H-azepino[4,5-b]indole